C12CN(CC(CC1)N2)C=2C1=C(N=C(N2)OC[C@]23CCCN3C[C@@H](C2)F)SC(=N1)NC1=CC(=CC2=CC=CC=C12)O 4-{[7-(3,8-diazabicyclo[3.2.1]octan-3-yl)-5-{[(2R,7aS)-2-fluorotetrahydro-1H-pyrrolizin-7a(5H)-yl]methoxy}[1,3]thiazolo[5,4-d]pyrimidin-2-yl]amino}naphthalen-2-ol